BrC1=CC2=C(C=3N(C(N2)=O)CC(N3)C(C)C)N=C1 8-bromo-2-(propan-2-yl)-2,6-dihydroimidazo[1,2-c]pyrido[2,3-e]pyrimidin-5(3H)-one